COC1=CC2=C(N(C(O2)=O)CCNC(\C=C\C2=CC(=CC=C2)OC)=O)C=C1 (E)-N-(2-(6-methoxy-2-oxo-2,3-dihydro-1,3-benzoxazol-3-yl)ethyl)-3-(3-methoxyphenyl)acrylamide